Cl.Cl.ClC1=C2N(N=C1)CC1([C@@H]2N)CCNCC1 (S)-3'-chloro-4'H,6'H-spiro[piperidine-4,5'-pyrrolo[1,2-b]pyrazole]-4'-amine dihydrochloride